N-(4-(2-amino-3-(1-methyl-1H-pyrazol-4-yl)pyridine-4-yloxy)-3-fluorophenyl)-3-(4-fluorophenyl)-1-isopropyl-2,4-dioxo-1,2,3,4-tetrahydropyrimidine-5-carboxamide NC1=NC=CC(=C1C=1C=NN(C1)C)OC1=C(C=C(C=C1)NC(=O)C=1C(N(C(N(C1)C(C)C)=O)C1=CC=C(C=C1)F)=O)F